(S)-N-((S)-1-(benzofuran-6-yl)butan-2-yl)-2-methylpropane-2-sulfinamide O1C=CC2=C1C=C(C=C2)C[C@H](CC)N[S@@](=O)C(C)(C)C